FC(OC1=NC=CC=C1C1=NC=C2N(C(N(C2=N1)CC1=CC=C(C=C1)C=1N(C=C(N1)C(F)(F)F)C)=O)C)F 2-(2-(difluoromethoxy)pyridin-3-yl)-7-methyl-9-(4-(1-methyl-4-(trifluoromethyl)-1H-imidazol-2-yl)benzyl)-7,9-dihydro-8H-purin-8-one